ClC=1C=CC=2N(C1)C=C(N2)C(=O)N(C)C2COCC=1NC(C=3C=C(C=CC3C12)F)=O 6-chloro-N-(8-fluoro-6-oxo-1,4,5,6-tetrahydro-2H-pyrano[3,4-c]isoquinolin-1-yl)-N-methylimidazo[1,2-a]pyridine-2-carboxamide